1-(3-chloro-4-methylphenyl)-3-{[3-(2,6-dioxopiperidin-3-yl)-2-methylquinolin-7-yl]methyl}urea ClC=1C=C(C=CC1C)NC(=O)NCC1=CC=C2C=C(C(=NC2=C1)C)C1C(NC(CC1)=O)=O